COC1=CC=C(C=C1)C1C(C2CCC(C1)N2C(=O)OC(C)(C)C)C(=O)OC (+/-)-endo-cis-8-tert-Butyl 2-Methyl 3-(4-Methoxyphenyl)-8-azabicyclo[3.2.1]octane-2,8-dicarboxylate